4-[[(7R)-1-[2-[(1S)-1-(2,2-difluoro-1,3-benzodioxol-5-yl)ethoxy]-4-pyridinyl]-3-(trifluoromethyl)-4,5,6,7-tetrahydroindazol-7-yl]oxy]benzoic acid FC1(OC2=C(O1)C=CC(=C2)[C@H](C)OC2=NC=CC(=C2)N2N=C(C=1CCC[C@H](C21)OC2=CC=C(C(=O)O)C=C2)C(F)(F)F)F